5-(5-Fluoropyridin-2-yl)-4-methoxy-6-methylpyridazine-3-carboxylic acid FC=1C=CC(=NC1)C=1C(=C(N=NC1C)C(=O)O)OC